tert-butyl-((3-(1-(3-(aminomethyl)phenyl)-3-(trifluoromethyl)-1H-pyrazole 5-carboxamido)phenyl)(p-tolyl)methyl)(cyclopropylmethyl)carbamate C(C)(C)(C)OC(N(CC1CC1)C(C1=CC=C(C=C1)C)C1=CC(=CC=C1)NC(=O)C1=CC(=NN1C1=CC(=CC=C1)CN)C(F)(F)F)=O